N-tetradecyl-2-(3,4,5-tris-(tert-butylcarbonyloxy)-phenyl)-3,5,7-tris-(tert-butylcarbonyloxy)-quinolin-4-one C(CCCCCCCCCCCCC)N1C(=C(C(C2=C(C=C(C=C12)OC(=O)C(C)(C)C)OC(=O)C(C)(C)C)=O)OC(=O)C(C)(C)C)C1=CC(=C(C(=C1)OC(=O)C(C)(C)C)OC(=O)C(C)(C)C)OC(=O)C(C)(C)C